(E)-1-(6-(2-(3-methylbenzylidene)hydrazinyl)-9-(pyridin-3-yl)-9H-purin-2-yl)piperidin-4-ol CC=1C=C(\C=N\NC2=C3N=CN(C3=NC(=N2)N2CCC(CC2)O)C=2C=NC=CC2)C=CC1